C[C@@H]1CNCCO1 (R)-2-methyl-morpholine